O=C1N(CCC(N1)=O)C=1C=NC(=NC1)N1CCC(CC1)C(=O)O 1-(5-(2,4-dioxotetrahydropyrimidin-1(2H)-yl)pyrimidin-2-yl)piperidine-4-carboxylic acid